zirconium carbonate ammonium salt [NH4+].C([O-])([O-])=O.[Zr+]